OC(COC=1C=C(C=2N(C1)N=CC2C#N)C=2C=NC(=CC2)N2CCC(CC2)COC2=NC=CC=C2)(C)C 6-(2-hydroxy-2-methylpropoxy)-4-(6-(4-((pyridin-2-yloxy)methyl)piperidin-1-yl)pyridin-3-yl)pyrazolo[1,5-a]pyridine-3-carbonitrile